tert-Butyl allyl(but-3-en-1-yl)carbamate C(C=C)N(C(OC(C)(C)C)=O)CCC=C